acryloyloxyoctyloxycarbonylphthalate C(C=C)(=O)OCCCCCCCCOC(=O)C1=C(C(C(=O)[O-])=CC=C1)C(=O)[O-]